1-phenyl-4-(4'-methoxyphenyl)-3-butyn-1-ol C1(=CC=CC=C1)C(CC#CC1=CC=C(C=C1)OC)O